O=C1CC2(CCC(N2C1)=O)C(=O)OCC ethyl 2,5-dioxohexahydro-1H-pyrrolizine-7a-carboxylate